4-(4-(3,8-diazabicyclo-[3.2.1]octan-3-yl)-6-chloro-8-fluoro-2-(((2R,7aS)-2-fluorotetrahydro-1H-pyrrolizin-7a(5H)-yl)methoxy)-quinazolin-7-yl)-5-methyl-benzo[d]oxazol-2-amine C12CN(CC(CC1)N2)C2=NC(=NC1=C(C(=C(C=C21)Cl)C2=C(C=CC1=C2N=C(O1)N)C)F)OC[C@]12CCCN2C[C@@H](C1)F